[Fe].C1(CCCC1)P(C(C)(C)C)C(C)(C)C.C1(CCCC1)P(C(C)(C)C)C(C)(C)C bis{cyclopentyl-[bis(2-methylprop-2-yl)]phosphane} iron (0)